ClC1=CC(=C(COC=2C=C(C=CC2OC)C2CCN(CC2)CC2C(C=CC(=C2)OC(F)F)C)C=C1)F 2-((4-(3-((4-Chloro-2-fluorobenzyl)oxy)-4-methoxyphenyl)piperidin-1-yl)methyl)-4-(difluoromethoxy)-1-methyl-1H-benzol